CC=1C(=C(SC1)C(C(=O)N)C1=C2C=CC=NC2=CC=C1)C1=NC(=NN1)C 4-methyl-3-(3-methyl-1H-1,2,4-triazol-5-yl)thiophen-2-yl-2-(quinolin-5-yl)acetamide